1-[3-({9-chloro-7-methoxy-1,1-dimethyl-1H,2H,3H-cyclopenta[b]quinolin-6-yl}oxy)propyl]pyrrolidine ClC1=C2C(=NC=3C=C(C(=CC13)OC)OCCCN1CCCC1)CCC2(C)C